CN1CC2(OC3=C(C2)C=C(C(=C3)N3CCOCC3)NC(=O)C=3C=NN2C3N=CC=C2)C1 N-(1-methyl-6'-morpholino-3'H-spiro[azetidine-3,2'-benzofuran]-5'-yl)pyrazolo[1,5-a]pyrimidine-3-carboxamide